ONC(=O)C1=C(C(=O)O)C=CC(=C1)C(=O)O (N'-hydroxycarbamoyl)terephthalic acid